C1(CCCCC1)OC1=C(C(=C(C(=O)O)C(=C1)C=CC1=CC=C(C=C1)C(F)(F)F)O)CC=C(C)C 4-(cyclohexyloxy)-2-hydroxy-3-(3-methylbut-2-en-1-yl)-6-(4-(trifluoromethyl)styryl)benzoic acid